Cl.CC1CC(C2CCC(C1)N2)NC(=O)C2(CC2)C2=CC=C(C=C2)C(F)(F)F N-{4-methyl-9-azabicyclo[4.2.1]nonan-2-yl}-1-[4-(trifluoromethyl)phenyl]cyclopropane-1-carboxamide hydrochloride